4-((tert-butyldimethylsilyl)oxy)cyclohexane-1,1-dicarboxylate [Si](C)(C)(C(C)(C)C)OC1CCC(CC1)(C(=O)[O-])C(=O)[O-]